N1,N1'-(Ethane-1,2-diyl)di(ethane-1,2-diamine) C(CNCCN)NCCN